C1(CCCCC1)OC=1C(=C(C(=CC1)\C=C(\C1=NC(=CN=C1)C1=CN=NC=C1)/F)N1CC2(CCC1)CCN(CC2)CC2CC2)C(F)(F)F (Z)-2-(3-(Cyclohexyloxy)-6-(2-fluoro-2-(6-(pyridazin-4-yl)pyrazin-2-yl)vinyl)-2-(trifluoromethyl)phenyl)-9-(cyclopropylmethyl)-2,9-diazaspiro[5.5]undecane